CN1C(C(=CC2=C1N=C(N=C2)SC)N2CCN(C1CC21)C(=O)OC(C)(C)C)=O tert-butyl 5-(8-methyl-2-methylsulfanyl-7-oxo-pyrido[2,3-d]pyrimidin-6-yl)-2,5-diazabicyclo[4.1.0]heptane-2-carboxylate